C[Si]1(C2=C(C=3C1=C1C(C4=C(O1)C(=CC=C4)C4=NC=CC(=C4)C([2H])([2H])[2H])=CC3)C=CC=C2)C 2-(12,12-dimethyl-12H-benzo[b]benzo[4,5]silolo[3,2-g]benzofuran-10-yl)-4-(methyl-d3)pyridine